O=S1(CCOCC1)=NC(=O)C1=NC=C(N=C1)C1=NOC(=N1)C(F)(F)F N-(4-oxido-1,4λ6-oxathian-4-ylidene)-5-(5-(trifluoromethyl)-1,2,4-oxadiazol-3-yl)pyrazine-2-carboxamide